N(=[N+]=[N-])CC(COC1COC(OC1)(C)C)(COC1COC(OC1)(C)C)COC1COC(OC1)(C)C 5,5'-((2-(azidomethyl)-2-(((2,2-dimethyl-1,3-dioxan-5-yl)oxy)methyl)propane-1,3-diyl)bis(oxy))bis(2,2-dimethyl-1,3-dioxane)